F[C@H]1CN(CC[C@H]1OCCO)C1=NC=CC(=N1)NC=1N=CC2=C(C=CC(=C2C1)[C@H]1N(CCC1)C(C=C)=O)N1CC(C1)CS(=O)(=O)C 1-((S)-2-(3-((2-((3S,4R)-3-fluoro-4-(2-hydroxyethoxy)piperidin-1-yl)pyrimidin-4-yl)amino)-8-(3-((methylsulfonyl)methyl)azetidin-1-yl)isoquinolin-5-yl)pyrrolidin-1-yl)prop-2-en-1-one